C(#N)C1=NC2=CC(=CC(=C2N=C1N1CCC(CC1)(F)F)[C@H](C)NC1=C(C(=O)O)C=CC=C1)C (S)-2-((1-(2-cyano-3-(4,4-difluoropiperidin-1-yl)-7-methylquinoxalin-5-yl)ethyl)amino)benzoic acid